C1=CC=C(C(=C1)C#N)O hydroxyBenzonitrile